(4-(tert-butyl)phenyl)-5-(2-nitrophenyl)Azole-4-carboxylic acid ethyl ester C(C)OC(=O)C=1C=C(NC1C1=C(C=CC=C1)[N+](=O)[O-])C1=CC=C(C=C1)C(C)(C)C